COC(=O)C1=CC(=NC2=CC=CC=C12)C1=CC=C(C=C1)OCC 2-(4-ethoxyphenyl)quinoline-4-carboxylic acid methyl ester